2,4-bis(4-hydroxyphenyl)-1,3-cyclobutane-dicarboxylic acid OC1=CC=C(C=C1)C1C(C(C1C(=O)O)C1=CC=C(C=C1)O)C(=O)O